(R)-(4-Benzyl-1,4-oxazepan-3-yl)methanol C(C1=CC=CC=C1)N1[C@@H](COCCC1)CO